ClC1=C(C(=O)NCC(N2CCC(CC2)COC=2C=3N(C=CN2)C=NN3)C3=C(N=CS3)C(F)F)C(=CC=C1)F 2-Chloro-N-{2-[4-(difluoromethyl)-1,3-thiazol-5-yl]-2-[4-({[1,2,4]triazolo[4,3-a]pyrazin-8-yloxy}methyl)piperidin-1-yl]ethyl}-6-fluorobenzamide